(R)-1-(4-(2-(6-(3-aminopiperidine-1-carbonyl)-3-methylpyrazolo[1,5-a]pyridin-2-yl)-1-(cyclopropylmethyl)-1H-indol-7-yl)piperidin-1-yl)-3-hydroxypropan-1-one N[C@H]1CN(CCC1)C(=O)C=1C=CC=2N(C1)N=C(C2C)C=2N(C1=C(C=CC=C1C2)C2CCN(CC2)C(CCO)=O)CC2CC2